ClC1=C(C=C(C=C1)C(F)(F)F)CN [2-chloro-5-(trifluoromethyl)phenyl]methanamine